methyl 6-(3-(1H-pyrazol-1-yl) phenyl)-5-methoxy-2-morpholinopyrimidine-4-carboxylate N1(N=CC=C1)C=1C=C(C=CC1)C1=C(C(=NC(=N1)N1CCOCC1)C(=O)OC)OC